C(C)(C)(C)C1=CC=C(C=C1)NC1=CC=C(C=C1)C(C)(C)C bis(4-(t-butyl)phenyl)amine